methyl 2-methyl-1,1-dioxo-1,2-thiazolidine-3-carboxylate CN1S(CCC1C(=O)OC)(=O)=O